4-acryloylbenzenesulfonate sodium salt [Na+].C(C=C)(=O)C1=CC=C(C=C1)S(=O)(=O)[O-]